FC=1C(=CC(=NC1)C1=C(C=NN1C)C#N)OC1CN(C1)C(=O)N1N=CC[C@H]1C=1C=NC=C(C1)F (S)-5-(5-fluoro-4-((1-(5-(5-fluoropyridin-3-yl)-4,5-dihydro-1H-pyrazole-1-carbonyl)azetidin-3-yl)oxy)pyridin-2-yl)-1-methyl-1H-pyrazole-4-carbonitrile